C(CC)N1C(CCC1)=O (4R)-propyl-2-oxo-pyrrolidine